methyl 2-((2-(((tert-butoxycarbonyl) (2-(6-methoxy-3-nitropyridin-2-yl) ethyl)-amino) methyl)-4-chloro-3-fluorophenyl) amino)-4,5-difluoro-benzoate C(C)(C)(C)OC(=O)N(CCC1=NC(=CC=C1[N+](=O)[O-])OC)CC1=C(C=CC(=C1F)Cl)NC1=C(C(=O)OC)C=C(C(=C1)F)F